tert-butyl (S)-(1-aminopropan-2-yl)(methyl)carbamate NC[C@H](C)N(C(OC(C)(C)C)=O)C